C(C1=CC=CC=C1)OC1=NC(=CC=C1C1=CC=C(C=C1)N1CCC(CC1)(C)CCO)OCC1=CC=CC=C1 2-(1-(4-(2,6-bis(benzyloxy)pyridin-3-yl)phenyl)-4-methylpiperidin-4-yl)ethan-1-ol